C(C1=CC=CC=C1)(=O)NCCC1=CC(=NO1)C(=O)NO 5-(2-benzamidoethyl)-N-hydroxyisoxazole-3-carboxamide